The molecule is a 3-hydroxy fatty acyl-CoA(4-) obtained by deprotonation of the phosphate and diphosphate OH groups of (3R,11Z)-3-hydroxyicosenoyl-CoA; major species at pH 7.3. It is a (R)-3-hydroxyacyl-CoA(4-) and a 3-hydroxy fatty acyl-CoA(4-). It is a conjugate base of a (3R,11Z)-3-hydroxyicosenoyl-CoA. CCCCCCCC/C=C\\CCCCCCC[C@H](CC(=O)SCCNC(=O)CCNC(=O)[C@@H](C(C)(C)COP(=O)([O-])OP(=O)([O-])OC[C@@H]1[C@H]([C@H]([C@@H](O1)N2C=NC3=C(N=CN=C32)N)O)OP(=O)([O-])[O-])O)O